tert-butyl 2-amino-3-(6-(6-(4-(tert-butoxycarbonyl)piperazin-1-yl)pyridin-3-yl)benzo[d]thiazol-2-yl)-4,7-dihydrothieno[2,3-c]pyridine-6(5H)carboxylate NC1=C(C2=C(CN(CC2)C(=O)OC(C)(C)C)S1)C=1SC2=C(N1)C=CC(=C2)C=2C=NC(=CC2)N2CCN(CC2)C(=O)OC(C)(C)C